methyl 3-(benzyloxy)-4-methylbenzoate methyl-3-hydroxy-4-methylbenzoate COC(C1=CC(=C(C=C1)C)O)=O.C(C1=CC=CC=C1)OC=1C=C(C(=O)OC)C=CC1C